methyl 6-fluoro-2-(5-fluoropyridin-2-yl)-4,5,6,7-tetrahydropyrazolo[1,5-a]pyridine-6-carboxylate FC1(CCC=2N(C1)N=C(C2)C2=NC=C(C=C2)F)C(=O)OC